6-(Cyclopropanecarboxamido)-4-((9-methoxy-2,3-dihydro-1H-pyrrolo[1,2-b]indazol-8-yl)amino)-N-methylnicotinamide C1(CC1)C(=O)NC1=NC=C(C(=O)NC)C(=C1)NC1=C(C2=C3N(N=C2C=C1)CCC3)OC